2H-benzo[b][1,4]thiazin S1C2=C(N=CC1)C=CC=C2